(3-(1-(7-Morpholino-2-(morpholinomethyl)thieno[3,2-b]pyridin-5-yl)-1H-pyrazol-3-yl)phenyl)methanol O1CCN(CC1)C1=C2C(=NC(=C1)N1N=C(C=C1)C=1C=C(C=CC1)CO)C=C(S2)CN2CCOCC2